[Br-].CCC(CC(CCCCC)=O)=O decane-3,5-dione bromide